[Na+].[Na+].C(CCCCCCCCCCCCCCC)C(C(=O)[O-])(CC(=O)[O-])S(=O)(=O)O.C(CCCCCCCCCCCCCCC)[Na] cetyl-sodium cetyl-sulfosuccinate disodium